N-(5-(2-amino-5-(1-methyl-3-morpholino-1H-pyrazol-5-yl)pyridin-3-yl)-3-fluoro-2-methoxyphenyl)propane-1-sulfonamide NC1=NC=C(C=C1C=1C=C(C(=C(C1)NS(=O)(=O)CCC)OC)F)C1=CC(=NN1C)N1CCOCC1